COC1C(CC1)OC1=NC(=NC=C1C(F)(F)F)N[C@H]1C[C@H](CCC1)C1=NN=C2N1C=CC=C2 4-(2-methoxycyclobutoxy)-N-[(1R,3S)-3-([1,2,4]triazolo[4,3-a]pyridin-3-yl)cyclohexyl]-5-(trifluoromethyl)pyrimidin-2-amine